C1(CCCCC1)OC(=O)C1=C(NC=2CC(CC(C2C1C1=CC(=CC=C1)O)=O)C1=C(C=CC=C1)OC)C 4-(3-hydroxyphenyl)-7-(2-methoxyphenyl)-2-methyl-5-oxo-1,4,5,6,7,8-hexahydroquinoline-3-carboxylic acid cyclohexyl ester